(1S,3S)-N-(6-((R)-1-cyanospiro[2.2]pentan-1-yl)isoquinolin-3-yl)-3-methoxycyclobutane-1-carboxamide C(#N)[C@]1(CC12CC2)C=2C=C1C=C(N=CC1=CC2)NC(=O)C2CC(C2)OC